ammonium persulfate-HCl Cl.S(=O)(=O)([O-])OOS(=O)(=O)[O-].[NH4+].[NH4+]